3-(3-fluoro-4-fluoromethoxyphenoxy)-N-(3-(S-methylsulfonimidoyl)phenyl)-6-(trifluoromethyl)pyridazine-4-carboxamide FC=1C=C(OC=2N=NC(=CC2C(=O)NC2=CC(=CC=C2)S(=O)(=N)C)C(F)(F)F)C=CC1OCF